C1C(OC(=O)O1)F 4-fluoro-ethylene carbonate